C(C)OC1CN(C1)C1=CC2=C(C=C(O2)C(=O)O)C=C1 6-(3-ethoxyazetidin-1-yl)-1-benzofuran-2-carboxylic acid